CC=1C=C2N=C(C(=NC2=CC1C)C1=CC=CC=C1)C1=CC=CC=C1 6,7-dimethyl-2,3-diphenylquinoxaline